ClC=1C=CC2=C([N+](=C(S2)C)CCCS(=O)(=O)O)C1 5-chloro-2-methyl-3-(3-sulfopropyl)benzothiazolium